COC1=C(C=CC=C1)CC(=O)Cl 2-(2-methoxyphenyl)acetyl chloride